2-(6-bromoindol-1-yl)ethanol BrC1=CC=C2C=CN(C2=C1)CCO